N-(5-methyl-1,3,4-thiadiazol-2-yl)isoxazolo[4,3-h]quinoline-3-carboxamide CC1=NN=C(S1)NC(=O)C=1ON=C2C1C=CC=1C=CC=NC21